maleyl-diethanolamine C(\C=C/C(=O)C(O)CN)(=O)C(O)CN